(R)-2-(2-Chloro-5-(2-hydroxypropan-2-yl)-8-oxothieno[2',3':4,5]pyrrolo[1,2-d][1,2,4]triazin-7(8H)-yl)-N-(1-(2,2,2-trifluoroethyl)piperidin-3-yl)acetamid ClC1=CC2=C(C=C3N2C(=NN(C3=O)CC(=O)N[C@H]3CN(CCC3)CC(F)(F)F)C(C)(C)O)S1